IC1=CC=C(C=C1)C=1N(C(=CN1)C(F)(F)F)CC1=C(C=CC=C1)O 2-((2-(4-iodophenyl)-5-(trifluoromethyl)-1H-imidazol-1-yl)methyl)phenol